N3-benzhydryl-N1-(2-(dimethylamino)ethyl)-4-nitrobenzene-1,3-diamine C(C1=CC=CC=C1)(C1=CC=CC=C1)NC=1C=C(C=CC1[N+](=O)[O-])NCCN(C)C